2-amino-5,6-dihydro-4H-cyclopenta[b]thiophene-3-carbonitrile NC1=C(C2=C(S1)CCC2)C#N